2-((5-(3,5-Difluorobenzyl)-1-(2-hydroxyethyl)-3-oxo-1,3,4,5,6,7-hexahydro-2H-pyrazolo[4,3-c]pyridin-2-yl)methyl)-5-fluorobenzonitrile FC=1C=C(CN2CC3=C(CC2)N(N(C3=O)CC3=C(C#N)C=C(C=C3)F)CCO)C=C(C1)F